1-ethylhexyl-5-methylbenzyl-barbituric acid C(C)C(CCCCC)C1(C(NC(NC1=O)=O)=O)CC1=CC=CC(=C1)C